CC1=CC(=CN1)C(=O)OCC1=CC=C(C=C1)OC 4-methoxybenzyl 5-methyl-1H-pyrrole-3-carboxylate